[Sn]=O.[Zr].[In] indium-zirconium-tin oxide